(2-methoxyethyl)-L-proline COCCN1[C@@H](CCC1)C(=O)O